C(C(=C)C)(=O)N[C@@H](CC1=CC=C(C=C1)O)C(=O)O Methacryloyltyrosin